[Cu].NC1=NC=C(C2=C1C=NN2C2OCCCC2)NC(C(N2[C@H](CC[C@@H](C2)C)C=2N(N=CC2)C(C)C)=O)=O |r| N-(4-Amino-1-tetrahydropyran-2-yl-pyrazolo[4,3-c]pyridin-7-yl)-2-oxo-2-[rac-(2R,5S)-2-(2-isopropylpyrazol-3-yl)-5-methyl-1-piperidyl]acetamide Copper